C(C)(C)(C)C1=NC2=CC=CC=C2C=C1 2-tert-butylquinolin